N-[(1R,3S,4R)-4-{[(tert-butoxy)carbonyl]amino}-3-fluorocyclohexyl]benzylcarbamate C(C)(C)(C)OC(=O)N[C@H]1[C@H](C[C@@H](CC1)N(C([O-])=O)CC1=CC=CC=C1)F